C(C)C(COP(OCC(CCCC)CC)OCC(CCCC)CC)CCCC.[Ru]=O Ruthenium oxide tris(2-ethylhexyl)phosphite